ClC=1C(=C(C=CC1)[C@H]1[C@@H](N[C@H]([C@]1(CNCC1=CC=C(C=C1)OC)C1=C(C=C(C=C1)Cl)F)CC(C)(C)C)C(=O)NC1=C(C=C(C(=O)OC)C=C1)OC)F methyl 4-((2R,3S,4S,5S)-3-(3-chloro-2-fluorophenyl)-4-(4-chloro-2-fluorophenyl)-4-(((4-Methoxybenzyl)amino)methyl)-5-neopentylpyrrolidine-2-carboxamido)-3-methoxybenzoate